bis(2-((4-(4-((perfluorobutyl) sulfonyl) piperazine-1-carbonyl) benzoyl) oxy) ethyl) terephthalate C(C1=CC=C(C(=O)OCCOC(C2=CC=C(C=C2)C(=O)N2CCN(CC2)S(=O)(=O)C(C(C(C(F)(F)F)(F)F)(F)F)(F)F)=O)C=C1)(=O)OCCOC(C1=CC=C(C=C1)C(=O)N1CCN(CC1)S(=O)(=O)C(C(C(C(F)(F)F)(F)F)(F)F)(F)F)=O